IC[N+](CC)(CC)CC iodomethyl-triethylammonium